C(C)(C)(C)OC(=O)N1CC(C1)OC=1C=CC(=C(C(=O)O)C1)C 5-(1-tert-butoxycarbonylazetidin-3-yl)oxy-2-methyl-benzoic acid